2-[[4-[1-methyl-4-(4-pyridinyl)pyrazol-3-yl]phenoxy]methyl]quinoline-4-carboxylic acid ammonium [NH4+].CN1N=C(C(=C1)C1=CC=NC=C1)C1=CC=C(OCC2=NC3=CC=CC=C3C(=C2)C(=O)O)C=C1